COC=1C(=NC=C(N1)B1OC(C(O1)(C)C)(C)C)NC(=O)C=1C(=NOC1C)C1=CC=CC=C1 N-[3-Methoxy-5-(4,4,5,5-tetramethyl-1,3,2-dioxaborolan-2-yl)pyrazin-2-yl]-5-methyl-3-phenyl-isoxazole-4-carboxamide